7-methyl-N2-(2,4-difluorophenyl)-N4-(5-methyl-1H-pyrazol-3-yl)quinazoline-2,4-diamine CC1=CC=C2C(=NC(=NC2=C1)NC1=C(C=C(C=C1)F)F)NC1=NNC(=C1)C